BrC1=C(C=NC(=C1)F)C(CCC=C)NS(=O)C(C)(C)C (±)-N-(1-(4-bromo-6-fluoropyridin-3-yl)pent-4-en-1-yl)-2-methylpropane-2-sulfinamide